P(=O)(OC1=CC=C(C=C1)C(C)(C)C)(OC1=CC=C(C=C1)C(C)(C)C)OC1=CC=C(C=C1)C(C)(C)C tri-(4-tert-butylphenyl) phosphate